CC(C(=O)O)CC(=O)C α-methyllevulinic acid